COC1=C(C=CC(=C1)OC)C(\C=C\C1=CC=C(C=C1)OC)=O (E)-1-(2,4-dimethoxyphenyl)-3-(4-methoxyphenyl)prop-2-en-1-one